2-(1-((tert-butyldimethylsilyl)oxy)cyclopropyl)-3-chloro-4-(1-ethoxyvinyl)pyridine [Si](C)(C)(C(C)(C)C)OC1(CC1)C1=NC=CC(=C1Cl)C(=C)OCC